[K+].C(CC(=O)[O-])(=O)[O-].[K+] potassium malonate potassium salt